methyl 4-hydroxynonanoate OC(CCC(=O)OC)CCCCC